(4-chloro-5-(1-hydroxyethyl)thiazol-2-yl)acetamide ClC=1N=C(SC1C(C)O)CC(=O)N